Eicosa-dienoic Acid C(C=CC=CCCCCCCCCCCCCCCC)(=O)O